N-(2-(4-chloro-2-fluoro-3-((1R,3R)-3-methyl-2-(2,2,2-trifluoroethyl)-2,3,4,9-tetrahydro-1H-pyrido[3,4-b]indol-1-yl)phenoxy)ethyl)-3-fluoropropan-1-amine ClC1=C(C(=C(OCCNCCCF)C=C1)F)[C@H]1N([C@@H](CC2=C1NC1=CC=CC=C21)C)CC(F)(F)F